C(C)(C)(C)C1=CC=C(C=C1)C=1C=2N(C3=C(C=C(C=C3N1)C(=O)OC)C)C=CC2 methyl 4-(4-(tert-butyl)phenyl)-9-methylpyrrolo[1,2-a]quinoxaline-7-carboxylate